3-chloro-4-methyl-8,9-dihydropyrido[3',2':4,5]pyrrolo[1,2-a]pyrazin ClC1=C(C=2C=C3N(CCN=C3)C2N=C1)C